FC(OC=1C=2N(C=C(C1)C#N)C[C@]1(CSCC3=C(C=CC=C13)F)N2)F (R)-8-(difluoromethoxy)-8'-fluoro-3H-spiro[imidazo[1,2-a]pyridine-2,4'-isothiochroman]-6-carbonitrile